6-(1'-cyclopropyl-[1,4'-bipiperidin]-4-yl)-2-(3,4-dimethoxyphenyl)-8-methylimidazo[1,2-a]pyridine C1(CC1)N1CCC(CC1)N1CCC(CC1)C=1C=C(C=2N(C1)C=C(N2)C2=CC(=C(C=C2)OC)OC)C